[Si](O)(O)(O)O.C=1(O)C(O)=CC=CC1.C=1(O)C(O)=CC=CC1.C=1(O)C(O)=CC=CC1 triscatechol silicate